C1(CCC1)C=1C=C(C=CC1)C1(C2=C(N(C=3N=CC=CC13)CC1=CC=C(C=C1)OC)CC(CC2=O)(C)C)CC 5-(3-cyclobutylphenyl)-5-ethyl-10-(4-methoxybenzyl)-8,8-dimethyl-5,8,9,10-tetrahydrobenzo[b][1,8]naphthyridin-6(7H)-one